N-(4-(4-(2-methoxyethyl)piperidin-1-yl)pyridin-2-yl)-5-(5-methyl-1H-pyrazol-4-yl)thiazolo[5,4-b]pyridin-2-amine COCCC1CCN(CC1)C1=CC(=NC=C1)NC=1SC2=NC(=CC=C2N1)C=1C=NNC1C